3,3'-(((((6-(2-carboxy-2-(pyrrolidin-3-yl)ethyl)benzo[b]thiophen-2-yl)methyl)azanediyl)bis(methylene))bis(3,1-phenylene))bis(2-(pyrrolidin-3-yl)propanoic acid) C(=O)(O)C(CC=1C=CC2=C(SC(=C2)CN(CC=2C=C(C=CC2)CC(C(=O)O)C2CNCC2)CC=2C=C(C=CC2)CC(C(=O)O)C2CNCC2)C1)C1CNCC1